N1=C(C=C1)C(=O)[O-].[Na+] Natrium azetat